tert-butyl (R)-(tert-butoxycarbonyl)(2-fluoro-5-(2-(6-(3-hydroxypyrrolidin-1-yl)pyridin-3-yl)-4-oxo-6,7-dihydrothiazolo[5,4-c]pyridin-5(4H)-yl)phenyl)carbamate C(C)(C)(C)OC(=O)N(C(OC(C)(C)C)=O)C1=C(C=CC(=C1)N1C(C2=C(CC1)N=C(S2)C=2C=NC(=CC2)N2C[C@@H](CC2)O)=O)F